N1(CCC1)CCC(=O)N[C@@H](CF)C1=CC=C(C=C1)C (R)-3-(azetidin-1-yl)-N-(2-fluoro-1-(p-tolyl)ethyl)propanamide